((1,2,3,5,6,7-hexahydro-s-indacen-4-yl)carbamoyl)-N'-methylethene-1-sulfonimidamide C1CCC2=C(C=3CCCC3C=C12)NC(=O)C(=C)S(=O)(N)=NC